Cl.C1(=CC=CC2=CC=CC=C12)NCCN N-(1-naphthyl)ethylenediamine hydrochloride